3-bromo-5-aminocatechol BrC1=C(C(O)=CC(=C1)N)O